C1(CC1)C1=NC=NC(=C1C1=NC=C(C(=N1)OCC1=CC=C(C=C1)C=1N(C=C(N1)C(F)(F)F)C)OC([2H])([2H])[2H])OC([2H])([2H])[2H] 2-[4-cyclopropyl-6-(trideuteriomethoxy)pyrimidin-5-yl]-4-[[4-[1-methyl-4-(trifluoromethyl)imidazol-2-yl]phenyl]methoxy]-5-(trideuteriomethoxy)pyrimidine